(S)-(4,5-dihydro-7H-thieno[2,3-c]pyran-7-yl)-N-methyl-methanamine hydrochloride Cl.S1C=CC2=C1[C@@H](OCC2)CNC